CC(CNC1=CC=CC=C1)(CCCC)N 2-methyl-N1-phenylhexane-1,2-diamine